BrC1=NC(=NC(=C1N)C(C)C)C(F)(F)F 4-bromo-6-isopropyl-2-(trifluoromethyl)pyrimidin-5-amine